di(2-chloro-6-nitrobenzyloxy)diphenylsilane ClC1=C(CO[Si](C2=CC=CC=C2)(C2=CC=CC=C2)OCC2=C(C=CC=C2[N+](=O)[O-])Cl)C(=CC=C1)[N+](=O)[O-]